3-[(2S)-2-amino-2-(1,3-benzothiazol-2-yl)ethyl]benzonitrile N[C@@H](CC=1C=C(C#N)C=CC1)C=1SC2=C(N1)C=CC=C2